3-(2,3-epoxypropoxy)propyl-trimethoxysilanol C(C1CO1)OCCCO[Si](OC)(OC)OC